C(C)OC(C(C)(C)OC1=C(C=C(C=C1C)CN1CCN(CC1)CC1=C(C=CC=C1)C(F)(F)F)C)=O 2-(2,6-dimethyl-4-((4-(2-(trifluoromethyl)benzyl)piperazin-1-yl)methyl)phenoxy)-2-methylpropanoic acid ethyl ester